C1(CC1)C1=C(C=O)C=CC=C1F 2-cyclopropyl-3-fluorobenzaldehyde